CC(C)(OC(NCCOCCOCCOCCOCCC(=O)ON1C(CCC1=O)=O)=O)C 2,5-dioxopyrrolidin-1-yl 2,2-dimethyl-4-oxo-3,8,11,14,17-pentaoxa-5-azaicosan-20-oate